BrC=1C(=C(C(C(=O)OC)=CC1)C(=O)OC)F 1,2-dimethyl 4-bromo-3-fluorophthalate